4-(4-bromo-2-nitrophenoxy)tetrahydro-2H-pyran BrC1=CC(=C(OC2CCOCC2)C=C1)[N+](=O)[O-]